L-lysine-13C N[13C@@H](CCCCN)C(=O)O